2,4-dinitrophenyl acetate C(C)(=O)OC1=C(C=C(C=C1)[N+](=O)[O-])[N+](=O)[O-]